3-((4-((1R,5S)-3,8-diazabicyclo[3.2.1]octan-3-yl)-7-(3-hydroxynaphthalen-1-yl)quinazolin-2-yl)oxy)-N,N-dimethylpropanamide [C@H]12CN(C[C@H](CC1)N2)C2=NC(=NC1=CC(=CC=C21)C2=CC(=CC1=CC=CC=C21)O)OCCC(=O)N(C)C